ClC1=CC=C(CS(=O)C=2OC3=C(N2)C(=CC=C3)F)C=C1 2-((4-chlorobenzyl)sulfinyl)-4-fluorobenzo[d]oxazole